2-(3-(2-(3-hydroxyphenyl)-6-(benzenesulfonyl)imidazo[4,5-d]pyrrolo[2,3-b]pyridin-1(6H)-yl)pyrrolidin-1-yl)acetonitrile OC=1C=C(C=CC1)C1=NC=2C(=C3C(=NC2)N(C=C3)S(=O)(=O)C3=CC=CC=C3)N1C1CN(CC1)CC#N